N'-(2-chloro-4-(3-((2,5-dichlorobenzyl)oxy)oxetan-3-yl)-5-methylphenyl)-N-ethyl-N-methylformimidamide ClC1=C(C=C(C(=C1)C1(COC1)OCC1=C(C=CC(=C1)Cl)Cl)C)N=CN(C)CC